(2R,4aR,6R)-3-Acryloyl-11-(8-chloronaphthalen-1-yl)-10-fluoro-2-methyl-6-((S)-1-methylpyrrolidine-2-yl)-2,3,4,4a,6,7-hexahydro-8-oxa-3,5a,9,12,13c-pentazanaphtho[3,2,1-de]anthracene C(C=C)(=O)N1C[C@H]2CN3[C@@H](COC=4N=C5C(=C(N=CC5=C(C34)N2C[C@H]1C)C1=CC=CC2=CC=CC(=C12)Cl)F)[C@H]1N(CCC1)C